C12C=CCC(C1)C2 Bicyclo[3.1.1]hept-2-ene